C(C)C(C(=O)O)=CC1=CC(=C(C=C1)O)OC.C(\C=C\C1=CC(OC)=C(O)C=C1)(=O)OCC ethyl ferulate (ethyl 3-(4-hydroxy-3-methoxyphenyl) acrylate)